(S)-N-(2-hydroxypropyl)-4-(2-(5-methoxy-2-methyl-1,2,3,4-tetrahydroisoquinolin-7-yl)-5-toluenesulfonyl-5H-pyrrolo[2,3-b]pyrazin-7-yl)-N,2-dimethylbenzamide O[C@H](CN(C(C1=C(C=C(C=C1)C1=CN(C2=NC=C(N=C21)C2=CC(=C1CCN(CC1=C2)C)OC)S(=O)(=O)CC2=CC=CC=C2)C)=O)C)C